N1N=CC2=C(C=CC=C12)C(O)C1=CN=C2N1C=C(C=C2)C2=CC=NC=C2 (1H-indazol-4-yl)(6-(pyridin-4-yl)imidazo[1,2-a]pyridin-3-yl)methanol